2-hydroxy-4'-methoxyacetophenone OCC(=O)C1=CC=C(C=C1)OC